2-(1-(4-chloro-3-fluorophenyl)ethyl)-10H-phenothiazine ClC1=C(C=C(C=C1)C(C)C1=CC=2NC3=CC=CC=C3SC2C=C1)F